N,N-bis(2-ethyl-7-phenyl-1H-indenyl)p-toluenesulfonamide lanthanum monochloride [Cl-].[La+].C(C)C=1C(C2=C(C=CC=C2C1)C1=CC=CC=C1)N(S(=O)(=O)C1=CC=C(C)C=C1)C1C(=CC2=CC=CC(=C12)C1=CC=CC=C1)CC